1-(3-butylcyclopenta-2,4-dien-1-yl)-1,1,2,2-tetramethyl-2-(4-phenyl-1H-inden-1-yl)disilane C(CCC)C1=CC(C=C1)[Si]([Si](C1C=CC2=C(C=CC=C12)C1=CC=CC=C1)(C)C)(C)C